ethyl 4,4,4-trifluoro-3-carbonylbutyrate FC(C(CC(=O)OCC)=C=O)(F)F